ClC=1C=C(CC=2C=CC(=NC2)NC(=O)C=2N=CC(N(C2)C)=O)C=CC1 N-(5-(3-chlorobenzyl)pyridin-2-yl)-4-methyl-5-oxo-4,5-dihydropyrazine-2-carboxamide